dichloro-2-(2-pyridyl)-5-trifluoromethylpyrimidine ClC1=C(C(=NC(=N1)C1=NC=CC=C1)Cl)C(F)(F)F